(7R,14R)-1-(difluoromethoxy)-6-(methyl-d3)-11-((2-methylazetidin-3-yl)ethynyl)-6,7-dihydro-7,14-methanobenzo[f]benzo[4,5]imidazo[1,2-a][1,4]diazocin-5(14H)-one FC(OC1=CC=CC=2C(N([C@H]3C=4N([C@@H](C21)C3)C3=C(N4)C=CC(=C3)C#CC3C(NC3)C)C([2H])([2H])[2H])=O)F